aluminum iron oxyhydroxide O(O)O.[Fe].[Al]